2,5-di(t-butylperoxy)-2,5-dimethylhexane C(C)(C)(C)OOC(C)(CCC(C)(C)OOC(C)(C)C)C